O1CCOCCOCCOCCOCCOCC1.[Eu+2] europium(II) 1,4,7,10,13,16-hexaoxacyclooctadecan